[Cl-].[Cl-].C(C)(C)C1=CC=C(C=C1)C(=[Zr+2](C1C2=CC(=CC=C2C=2C=CC(=CC12)C(C)(C)C)C(C)(C)C)C1C=CC=C1)C1CCCC1 (4-Isopropylphenyl)(cyclopentyl)methylene(cyclopentadienyl)(2,7-di-tert-butylfluoren-9-yl)zirconium dichloride